C(C1=CC=CC=C1)NC(N(C1=NC=C(C=N1)C=1C=NC(=NC1)OC)[C@@H]1CC[C@H](CC1)NC1=NC=C(C(=N1)N1CCOCCC1)C#N)=O 3-benzyl-1-(trans-4-((5-cyano-4-(1,4-oxazepan-4-yl)pyrimidin-2-yl)amino)cyclohexyl)-1-(2'-methoxy-5,5'-bipyrimidin-2-yl)urea